(6Z)-6-octadecen-1-ol C(CCCC\C=C/CCCCCCCCCCC)O